6-methoxy-2-oxo-2H-chromene-3-Carboxylic acid COC=1C=C2C=C(C(OC2=CC1)=O)C(=O)O